1,1-dioxo-1,4-thiazin O=S1(CC=NC=C1)=O